4-hydroxymethyl-2,6,7-trioxabicyclo[2.2.2]Octane OCC12COC(OC1)OC2